4-[4-cyano-2-({[(2'R,4S)-6-(3-pyridazinylcarbamoyl)-2,3-dihydrospiro[chromen-4,1'-cyclopropane]-2'-yl]carbonyl}amino)phenyl]butanoic acid C(#N)C1=CC(=C(C=C1)CCCC(=O)O)NC(=O)[C@H]1[C@]2(C1)CCOC1=CC=C(C=C12)C(NC=1N=NC=CC1)=O